2-bromo-3-hydroxy-N-methoxy-N,6-dimethylisonicotinamide BrC=1C(=C(C(=O)N(C)OC)C=C(N1)C)O